N-((2-fluorophenyl)(methyl)(oxo)-λ6-sulfaneylidene)-3-methoxy-4-(5-(trifluoromethyl)-1,2,4-oxadiazol-3-yl)benzamide FC1=C(C=CC=C1)S(=NC(C1=CC(=C(C=C1)C1=NOC(=N1)C(F)(F)F)OC)=O)(=O)C